CC1CC(CCC1)C 1,3-DIMETHYLCYCLOHEXANE